C(CCCCCCCC#CCC#CCC#CCCCC)(=O)O 9,12,15-eicosatriynoic acid